monoisopropyl-dipropylmalonic acid C(C)(C)C(CC)C(C(=O)O)(C(=O)O)CCC